C(C)(=O)OCNC([C@@H](NC(=O)OCC1C2=CC=CC=C2C=2C=CC=CC12)[C@@H](C)CC)=O [(N-{[(9H-Fluoren-9-yl)methoxy]carbonyl}-L-isoleucyl)amino]methyl acetate